2-Methoxy-N-(4'H-spiro[cyclopropane-1,5'-naphtho[2,1-d]isoxazol]-3'-yl)benzenesulfonamide COC1=C(C=CC=C1)S(=O)(=O)NC1=NOC2=C1CC1(C3=CC=CC=C32)CC1